(3-chloro-4-(trifluoromethoxy)phenyl)(5-(trifluoro-methoxy)pyridin-2-yl)methanamine hydrochloride Cl.ClC=1C=C(C=CC1OC(F)(F)F)C(N)C1=NC=C(C=C1)OC(F)(F)F